CCC(C)(C)[O-].[Bi+3].CCC(C)(C)[O-].CCC(C)(C)[O-] bismuth tert-amylate